1-(1-(2-hydroxyethoxy)-2-methylpropan-2-yl)-N,N-bis(4-methoxybenzyl)-1H-pyrazole-3-sulfonamide OCCOCC(C)(C)N1N=C(C=C1)S(=O)(=O)N(CC1=CC=C(C=C1)OC)CC1=CC=C(C=C1)OC